2-methyl-7,8-dihydrofuro[2,3-D]pyrrolo[1,2-a]pyrimidin-4(6H)-thione CC1=CC2=C(N=C3N(C2=S)CCC3)O1